[Gd].N1(CCN(CCN(CCN(CC1)CC(=O)O)CC(=O)O)CC(=O)O)CC(=O)O 1,4,7,10-tetraazacyclododecane-1,4,7,10-tetraacetic acid gadolinium